1-((2S,5S)-9-Ethynyl-2,3-dihydro-2,5-methanopyrido[3,4-f][1,4]oxazepin-4(5H)-yl)-3,3-difluoro-2,2-dimethylpropan-1-one C(#C)C1=CN=CC=2[C@H]3N(C[C@@H](OC21)C3)C(C(C(F)F)(C)C)=O